(R)-N-(5-((4-(3-(3,5-difluorophenyl)isoxazolidin-2-yl)-1,3,5-triazine-2-yl)amino)-4-methoxy-2-morpholinophenyl)acrylamide FC=1C=C(C=C(C1)F)[C@@H]1N(OCC1)C1=NC(=NC=N1)NC=1C(=CC(=C(C1)NC(C=C)=O)N1CCOCC1)OC